C(C(=C)C)(=O)OCCC[Si](OCC)(OCC)C 3-Methacryloxypropyl-methyl-Di-ethoxysilane